C1(=CC=CC=C1)C1=NC(=NC(=N1)C=1C=C(C=CC1)C1=CC(=CC(=C1)C1=CC=CC=C1)C1=CC=CC=C1)C1=CC(=CC=C1)B1OC(C(O1)(C)C)(C)C 2-phenyl-4-(5'-phenyl-[1,1':3',1''-terphenyl]-3-yl)-6-(3-(4,4,5,5-tetramethyl-1,3,2-dioxaborolan-2-yl)phenyl)-1,3,5-triazine